methyl 1-(4-carbamoyl-5-methyl-pyrimidin-2-yl)piperidine-4-carboxylate C(N)(=O)C1=NC(=NC=C1C)N1CCC(CC1)C(=O)OC